C(CCC)[C@@H]1N([C@H](C2=CC=C(C=C2C1)OC)C12CC(C1)(C2)NC(OC(C)(C)C)=O)C(C#C)=O tert-butyl (3-((1S,3S)-3-butyl-6-methoxy-2-propioloyl-1,2,3,4-tetrahydroisoquinolin-1-yl)bicyclo[1.1.1]pentan-1-yl)carbamate